BrC1=CC(=C(C=C1)C1(CCOCC1)C(=O)N(C)C)C 4-(4-Bromo-2-methylphenyl)-N,N-dimethyloxane-4-carboxamide